N[C@@]1(CN(CC1)C1=C(C=NC(=C1C1=CC(=CC(=C1)F)F)C)C(=O)NC12CC(C1)C2)C 4-[(3S)-3-amino-3-methylpyrrolidin-1-yl]-N-{bicyclo[1.1.1]pentan-1-yl}-5-(3,5-difluorophenyl)-6-methylpyridin-3-carboxamide